6-(furan-3-yl)-2,3,4,9-tetrahydro-1H-carbazol-1-one O1C=C(C=C1)C=1C=C2C=3CCCC(C3NC2=CC1)=O